C1(=CC=CC=C1)C=1SC=C(N1)COC=1C=C(N=NC1)N 5-((2-phenylthiazoL-4-yl)methoxy)pyridazin-3-amine